IC1CC(C1)C(=O)OC methyl (1s,3s)-3-iodocyclobutanecarboxylate